ClC=1C=C(C(=NC1)OC1=CC(=CC=C1)F)C(=O)N[C@@H](C)C1=CC=C(C(=O)O)C=C1 4-[(1S)-1-({[5-chloro-2-(3-fluorophenoxy)pyridin-3-yl]carbonyl}amino)ethyl]benzoic acid